FC1=C(C=CC=C1)N1N=C(N=C1)C 1-o-fluorophenyl-3-methyl-1H-1,2,4-triazole